C(C)C1=C(C=C(C(=C1)[N+](=O)[O-])OC)C1NCC12CCN(CC2)C (2-ethyl-5-methoxy-4-nitrophenyl)-7-methyl-2,7-diazaspiro[3.5]nonane